2-(methacryloyloxyethyl)phenyl hydrogen phosphate P(=O)(OC1=C(C=CC=C1)CCOC(C(=C)C)=O)(O)[O-]